(6S)-6-[2-Chloro-3-(3-fluoro-5-methoxyanilino)phenyl]-2-imino-6-methyl-3-(tetrahydropyran-4-yl)hexahydropyrimidin-4-one ClC1=C(C=CC=C1NC1=CC(=CC(=C1)OC)F)[C@@]1(CC(N(C(N1)=N)C1CCOCC1)=O)C